FC1=CC2=C(OCC(N2)=C=O)C(=C1C=O)F 6,8-difluoro-3-carbonyl-3,4-dihydro-2H-benzo[b][1,4]oxazine-7-carbaldehyde